2-hydroxy-4-methylthiobutanoic acid potassium salt [K+].OC(C(=S)[O-])CCC